NC1=NC(N(C=C1)CCN(C)C)=O 4-amino-1-(2-(dimethylamino)ethyl)pyrimidin-2(1H)-one